N-ethyl-4-(6-methoxy-4-(1,4-dioxa-8-azaspiro[4.5]decan-8-yl)quinoline-3-carbonyl)piperazine-1-carboxamide C(C)NC(=O)N1CCN(CC1)C(=O)C=1C=NC2=CC=C(C=C2C1N1CCC2(OCCO2)CC1)OC